BrC=1C=C2/C(/C(NC2=CC1)=O)=C/1\C(N(/C(/S1)=N/C1=CC=C(C=C1)S(=O)(=O)N)C1CC1)=O 4-(((Z)-5-((Z)-5-bromo-2-oxoindoline-3-ylidene)-3-cyclopropyl-4-oxothiazolidin-2-ylidene)amino)benzenesulfonamide